C(C)N(C1CCN(CC1)CC(=O)N1[C@@H](C[C@@H](C1)F)C#N)C1=C2C=CC=NC2=CC=C1 (2S,4S)-1-[2-[4-[ethyl(5-quinolyl)amino]-1-piperidyl]acetyl]-4-fluoro-pyrrolidine-2-carbonitrile